COC1=C(C=C)C=CC=C1 (2-methoxy)styrene